O=C1NC(CCC1C1=NN(C2=CC(=CC=C12)OCC(=O)NC1=CC(=CC(=C1)N1CCOCC1)F)C)=O 2-((3-(2,6-Dioxopiperidin-3-yl)-1-methyl-1H-indazol-6-yl)oxy)-N-(3-fluoro-5-morpholinophenyl)acetamide